N-(6-ETHYL-1-METHYL-1H-INDAZOL-7-YL)-6-(3-METHYL-1H-PYRAZOL-1-YL)PYRIDINE-3-SULFONAMIDE C(C)C1=CC=C2C=NN(C2=C1NS(=O)(=O)C=1C=NC(=CC1)N1N=C(C=C1)C)C